C(C1=CC=CC=C1)N1N=C(C=C1C1=CC=C(C=C1)Br)C(=O)N[C@H](C(=O)NC)CC1=CC(=CC=C1)Br (S)-1-benzyl-5-(4-bromophenyl)-N-(3-(3-bromophenyl)-1-(methylamino)-1-oxopropan-2-yl)-1H-pyrazole-3-carboxamide